N-ethyl-N-[(4-methoxyphenyl)methyl]-3-(1-methylimidazol-4-yl)-4-[[4-(trifluoromethyl)-2-pyridyl]amino]benzenesulfonamide C(C)N(S(=O)(=O)C1=CC(=C(C=C1)NC1=NC=CC(=C1)C(F)(F)F)C=1N=CN(C1)C)CC1=CC=C(C=C1)OC